FC=1C=CC2=C(CCCNC2)C1 7-fluoro-2,3,4,5-tetrahydro-1H-2-benzazepine